(E)-6-chloro-2-(1,3,4-oxadiazol-2-yl)-1-isopropyl-1H-indol ClC1=CC=C2C=C(N(C2=C1)C(C)C)C=1OC=NN1